3-((5-iodo-2-nitrophenyl)amino)propan-1-ol IC=1C=CC(=C(C1)NCCCO)[N+](=O)[O-]